3-(4-{2-[(1S)-6-{3-aminobicyclo[1.1.1]pentane-1-carbonyl}-6-azaspiro[2.5]octan-1-yl]ethynyl}-1-oxo-3H-isoindol-2-yl)piperidine-2,6-dione hydrochloride Cl.NC12CC(C1)(C2)C(=O)N2CCC1(C[C@@H]1C#CC1=C3CN(C(C3=CC=C1)=O)C1C(NC(CC1)=O)=O)CC2